OC(CCCCCCCCCCCCCCC)O hydroxycetylalcohol